C12CC(CC(N1)C2)N(C2=CC=C(N=N2)C2=C(C=C(C=C2)C=2C=NNC2)O)CCF 2-(6-((6-azabicyclo-[3.1.1]heptan-3-yl)(2-fluoroethyl)amino)-pyridazin-3-yl)-5-(1H-pyrazol-4-yl)phenol